5-((4-(2-(2-aminopyridin-3-yl)-5-phenyl-3H-imidazo[4,5-b]pyridin-3-yl)benzyl)amino)pyrimidine-2-carbonitrile NC1=NC=CC=C1C1=NC=2C(=NC(=CC2)C2=CC=CC=C2)N1C1=CC=C(CNC=2C=NC(=NC2)C#N)C=C1